N-(azetidin-3-yl)-4-hydroxybutyramide acetate C(C)(=O)O.N1CC(C1)NC(CCCO)=O